ClC=1C=C2C(=NC(=NC2=C(C1C1=C2C=NNC2=CC=C1C)OC1CC1)OC[C@H]1N(CCC1)C)N1CC2N(C(C1)C2)C(=O)OC(C)(C)C tert-butyl 3-(6-chloro-8-cyclopropoxy-7-(5-methyl-1H-indazol-4-yl)-2-(((S)-1-methylpyrrolidin-2-yl)methoxy)quinazolin-4-yl)-3,6-diazabicyclo[3.1.1]heptane-6-carboxylate